FC(C(=CCO)C(F)(F)F)(F)F 4,4,4-Trifluoro-3-(trifluoromethyl)-2-buten-1-ol